1-[3-Cyano-6-methyl-4-(trifluoromethyl)-2-pyridyl]-3,3-difluoro-N-methyl-N-(m-tolyl)pyrrolidine-2-carboxamide C(#N)C=1C(=NC(=CC1C(F)(F)F)C)N1C(C(CC1)(F)F)C(=O)N(C=1C=C(C=CC1)C)C